methyl-N-nitro-L-arginine CN([C@@H](CCCNC(N)=N)C(=O)O)[N+](=O)[O-]